NC1=NC(=NC=C1C(=O)NC1=CC=CC=C1)N1CCC(CC1)(C)N 4-amino-2-(4-amino-4-methylpiperidin-1-yl)-N-phenylpyrimidine-5-carboxamide